N1N=CC=C1CN1C(N(C=2N=C(NC(C12)=O)N)[C@@H]1O[C@@H](C[C@H]1O)CO)=O 7-((1H-Pyrazol-5-yl)methyl)-2-amino-9-((2R,3R,5S)-3-hydroxy-5-(hydroxymethyl)tetrahydrofuran-2-yl)-7,9-dihydro-1H-purin-6,8-dion